C1(=CC=CC=C1)N(C(=O)N1[C@@H](CN(CC1)C(=O)C1(CCCC1)C1=CC=CC=C1)C(=O)O)C1=CC=CC=C1 (S)-1-(diphenylcarbamoyl)-4-(1-phenylcyclopentanecarbonyl)piperazine-2-carboxylic acid